tetrahydro-methyl-pyrimidine-carboxylic acid ammonium salt [NH4+].CN1C(NCC=C1)C(=O)[O-]